C(CCC(C)C)OC(C=C)=O iso-Hexylacrylat